ClC1=C(CN2N=C3C4=C(CCC3=C2)OC(=C4C)C(=O)NC4=CC=C(C=C4)OCC)C(=CC=C1)F 2-(2-chloro-6-fluorobenzyl)-N-(4-ethoxyphenyl)-8-methyl-4,5-dihydro-2H-furo[2,3-g]indazole-7-carboxamide